(S)-2-amino-2-(hydroxymethyl)propanoic acid N[C@@](C(=O)O)(C)CO